(3R)-7-((2S,5R)-4-acryloyl-2,5-dimethyl-piperazin-1-yl)-9-chloro-10-(2,4-di-fluorophenyl)-3-(morpholinomethyl)-2H-[1,4]oxazino[2,3,4-ij]quinazolin-5(3H)-one C(C=C)(=O)N1C[C@@H](N(C[C@H]1C)C1=NC(N2C3=C(C(=C(C=C13)Cl)C1=C(C=C(C=C1)F)F)OC[C@H]2CN2CCOCC2)=O)C